Cl.N[C@@H](CCCCN)C(=O)O L-lysine-monohydrochloride